(S)-2,6-diamino-2-methylhexanoic acid N[C@](C(=O)O)(CCCCN)C